C(C)C(CSC=1C=C(C(=NC1)C(=O)O)C(=O)O)CCCC 5-(2-ethylhexylthio)pyridine-2,3-dicarboxylic acid